methyl 2-bromo-1-((2-(trimethylsilyl) ethoxy) methyl)-1H-imidazole-4-carboxylate BrC=1N(C=C(N1)C(=O)OC)COCC[Si](C)(C)C